CS(=O)(=O)[O-].CS(=O)(=O)[O-].[NH4+].[NH4+].C1(C=CC(N1C1=C(C=C(C=C1)CC1=CC(=C(C=C1)N1C(C=CC1=O)=O)C)C)=O)=O Bis(4-maleimido-3-methylphenyl)methane diammonium bis(methanesulfonate)